ClC=1C(=C2CN(CC2=CC1)C(=O)OC(C)(C)C)NC tert-butyl 5-chloro-4-(methylamino)isoindoline-2-carboxylate